(S)-3-(4-Bromo-1H-imidazol-1-yl)-N-(4-cyano-3-(trifluoromethyl)phenyl)-2-hydroxy-2-methylpropanamide BrC=1N=CN(C1)C[C@](C(=O)NC1=CC(=C(C=C1)C#N)C(F)(F)F)(C)O